ClC=1C(=CC(=NC1)N1C(N(CC1O)C)=O)C(F)(F)F 3-[5-chloro-4-(trifluoromethyl)pyridin-2-yl]-4-hydroxy-1-methylimidazolidin-2-one